1-(5-(3-(4-fluorophenyl)-1,2,4-oxadiazol-5-yl)-2-azabicyclo[2.2.1]heptan-2-yl)-2-(4-methyl-1,2,5-oxadiazol-3-yl)ethan-1-one FC1=CC=C(C=C1)C1=NOC(=N1)C1C2CN(C(C1)C2)C(CC2=NON=C2C)=O